platinum-cobalt-iron-boron [B].[Fe].[Co].[Pt]